(7R)-2-chloro-7-ethyl-5,7,8-trimethyl-7,8-dihydropteridin-6(5H)-one ClC1=NC=2N([C@](C(N(C2C=N1)C)=O)(C)CC)C